tert-Butyl 4-((4-(5-(2,4-dioxotetrahydropyrimidin-1(2H)-yl)-4-methyl-1H-indol-1-yl)piperidin-1-yl)methyl)-4-fluoropiperidine-1-carboxylate O=C1N(CCC(N1)=O)C=1C(=C2C=CN(C2=CC1)C1CCN(CC1)CC1(CCN(CC1)C(=O)OC(C)(C)C)F)C